C(C)(C)(C)OC(=O)N1C[C@H]([C@@H](CC1)OCC#CC1=CC=CC=2N(C(N(C21)C)=O)C2C(NC(CC2)=O)=O)F (3R,4R)-4-[3-[1-(2,6-dioxo-3-piperidyl)-3-methyl-2-oxo-benzoimidazol-4-yl]prop-2-ynyloxy]-3-fluoro-piperidine-1-carboxylic acid tert-butyl ester